CN(C(=O)OC(C)(C)C)C1C(=NN(C1)C(=O)Cl)C1=CC=C(C=C1)C 4-(N-methyl-N-tert-butoxycarbonylamino)-3-(4-methylphenyl)-4,5-dihydro-1H-pyrazole-1-carboxylic acid chloride